FC1=NC=CC(=C1SCC1=CC=C(C=C1)OC)F 2,4-difluoro-3-{[(4-methoxyphenyl)methyl]thio}pyridine